2-(5-amino-2-(furan-2-yl)-7H-pyrazolo[4,3-e][1,2,4]triazolo[1,5-c]pyrimidin-7-yl)-2-phenyl-N-(pyridin-4-yl)propanamide NC1=NC2=C(C=3N1N=C(N3)C=3OC=CC3)C=NN2C(C(=O)NC2=CC=NC=C2)(C)C2=CC=CC=C2